6'-fluoro-N-(4-fluoro-3-(methylsulfonamido)benzyl)-4'-oxo-3',4'-dihydro-1'H-spiro[piperidine-4,2'-quinoline]-1-carboxamide FC=1C=C2C(CC3(NC2=CC1)CCN(CC3)C(=O)NCC3=CC(=C(C=C3)F)NS(=O)(=O)C)=O